N-(6-(3-(4-carbamoylbenzyl)ureido)spiro[3.3]heptan-2-yl)benzamide C(N)(=O)C1=CC=C(CNC(NC2CC3(CC(C3)NC(C3=CC=CC=C3)=O)C2)=O)C=C1